ClC=1C=C(C=CC1)N1C([C@@H]2N(CCN(C2)C#N)CC1)=O (R)-8-(3-chlorophenyl)-9-oxooctahydro-2H-pyrazino[1,2-a]pyrazine-2-carbonitrile